2-(2-methoxybenzoyl)-3-(4-tert-butylphenyl)-5-(4-methoxyphenyl)pyrrole COC1=C(C(=O)C=2NC(=CC2C2=CC=C(C=C2)C(C)(C)C)C2=CC=C(C=C2)OC)C=CC=C1